1-cyclopentyl-3-(5-methylpyridin-2-yl)-2,4-dioxo-1,2,3,4-tetrahydropyrimidine C1(CCCC1)N1C(N(C(C=C1)=O)C1=NC=C(C=C1)C)=O